CC1=NC(=CC=C1S(=O)(=O)N1CC2(C1)CN(C2)C2CC1(CCO1)C2)C(F)(F)F 2-((2-methyl-6-(trifluoromethyl)pyridin-3-yl)sulfonyl)-6-((4s,6s)-1-oxaspiro[3.3]heptan-6-yl)-2,6-diazaspiro[3.3]heptane